C(=O)(O)C=1C=C(C=O)C=CC1C(=O)O 3,4-dicarboxybenzaldehyde